6-amino-7,8,9,10-tetrahydrophenanthridine-2-carboxylic acid NC=1N=C2C=CC(=CC2=C2CCCCC12)C(=O)O